1-[2-(isopropylamino)propyl]imidazolidin-2-one C(C)(C)NC(CN1C(NCC1)=O)C